methyl 4-(4-((6-chloro-4-methoxypyridin-3-yl) carbamoyl)-4-(2-isopropylphenyl) piperidin-1-yl)-2,2-dimethylbutyrate ClC1=CC(=C(C=N1)NC(=O)C1(CCN(CC1)CCC(C(=O)OC)(C)C)C1=C(C=CC=C1)C(C)C)OC